(3,6-diazabicyclo[3.1.1]heptan-3-yl)(6-(2-hydroxy-4-(1H-pyrazol-4-yl)phenyl)pyridazin-3-yl)methanone C12CN(CC(N1)C2)C(=O)C=2N=NC(=CC2)C2=C(C=C(C=C2)C=2C=NNC2)O